6,7-dimethoxy-N-{[1-(pyridin-3-yl)azetidin-3-yl]methyl}-1H,2H,3H-cyclopenta[b]quinolin-9-amine COC=1C(=CC=2C(=C3C(=NC2C1)CCC3)NCC3CN(C3)C=3C=NC=CC3)OC